4-(5-Isopropyl-1,2,4-oxadiazol-3-yl)-6-methyl-N-(4-methylthiazol-2-yl)picolinamide C(C)(C)C1=NC(=NO1)C1=CC(=NC(=C1)C)C(=O)NC=1SC=C(N1)C